C(=C)(C)C1CCC(O1)(C=C)C 5-isopropenyl-2-methyl-2-vinyltetrahydrofuran